cyclobutyl-2-methyl-4-[5-methyl-4-(2-oxo-2,3-dihydro-benzooxazol-5-ylamino)-pyrimidin-2-ylamino]-benzamide C1(CCC1)C=1C(=C(C(=O)N)C=CC1NC1=NC=C(C(=N1)NC=1C=CC2=C(NC(O2)=O)C1)C)C